N1=CC=CC=2N(C=3C=CC=CC3C21)CC2=CC=C(C=C2)CC(=O)NO 2-(4-((5H-pyrido[3,2-b]indol-5-yl)methyl)phenyl)-N-hydroxyacetamide